(trans)-4-((5-bromo-7-tosyl-7H-pyrrolo[2,3-d]pyrimidin-4-yl)amino)cyclohexane-1-ol BrC1=CN(C=2N=CN=C(C21)N[C@@H]2CC[C@H](CC2)O)S(=O)(=O)C2=CC=C(C)C=C2